2-ethoxymethylene-4,4-difluoroacetoacetic acid ethyl ester C(C)OC(C(C(=O)C(F)F)=COCC)=O